C1(CCC1)C=1N(C(=C(N1)C=1C=C2CN(C(C2=CC1)=O)C1C(NC(CC1)=O)=O)C1=CC=CC=C1)C 3-(5-(2-cyclobutyl-1-methyl-5-phenyl-1H-imidazol-4-yl)-1-oxoisoindolin-2-yl)piperidine-2,6-dione